C(C)OC(\C(=C\C=1C=NN(C1)CC(F)(F)F)\C)=O.C(C1CO1)N(C1=C(C=C(C=C1)OCC1CO1)C)CC1CO1 N,N-bis(2,3-epoxypropyl)-4-(2,3-epoxypropoxy)-2-methylaniline (E)-ethyl-2-methyl-3-(1-(2,2,2-trifluoroethyl)-1H-pyrazol-4-yl)acrylate